C1(CC1)C1=C(C(=NO1)C1=C(C=CC=C1Cl)Cl)CC1CC2(C1)CCN(CC2)C=2C=C1C=CC(=NC1=CC2)C(=O)O 6-(2-((5-cyclopropyl-3-(2,6-dichlorophenyl)isoxazol-4-yl)methyl)-7-azaspiro[3.5]non-7-yl)quinoline-2-carboxylic acid